N-methyl-N-[1-[6-(1-methylpyrazol-4-yl)pyrazolo[1,5-a]pyrazin-4-yl]-3-piperidyl]prop-2-ynamide CN(C(C#C)=O)C1CN(CCC1)C=1C=2N(C=C(N1)C=1C=NN(C1)C)N=CC2